14-fluoro-16,17-dimethyl-2,12,18,20-tetrazapentacyclo[9.7.1.14,7.02,8.015,19]icosa-1(18),11(19),12,14,16-pentaene-20-carboxylate FC=1C=NC=2CCC3C4CCC(CN3C3=NC(=C(C1C32)C)C)N4C(=O)[O-]